8-(3-ethoxy-1-(oxetan-3-yl)-1H-pyrazolo[3,4-b]pyrazin-6-yl)-2-(6-(trifluoromethyl)pyridin-3-yl)-2,8-diazaspiro[4.5]decan-3-one C(C)OC1=NN(C2=NC(=CN=C21)N2CCC1(CC(N(C1)C=1C=NC(=CC1)C(F)(F)F)=O)CC2)C2COC2